N-(3-(7-acetamido-2-((4-(4-acetylpiperazin-1-yl)phenyl)amino)quinazolin-8-yl)phenyl)acrylamide C(C)(=O)NC1=CC=C2C=NC(=NC2=C1C=1C=C(C=CC1)NC(C=C)=O)NC1=CC=C(C=C1)N1CCN(CC1)C(C)=O